2-(4-{3-[4-(3-carbamoyl-indol-1-yl)-5-fluoro-pyrimidin-2-ylamino]-phenyl}-piperazine-1-carbonyl)-pyrrolidine-1-carboxylic acid tert-butyl ester C(C)(C)(C)OC(=O)N1C(CCC1)C(=O)N1CCN(CC1)C1=CC(=CC=C1)NC1=NC=C(C(=N1)N1C=C(C2=CC=CC=C12)C(N)=O)F